B(O)(O)O.FC=1C(=C(C(=C(C1)[K])O)F)F trifluoro(2-hydroxyphenyl)potassium borate